C(C)(C)(C)OC(N[C@@H](CO)C1=CC=C(C=C1)O)=O (R)-(2-hydroxy-1-(4-hydroxyphenyl)ethyl)carbamic acid tert-butyl ester